CC=1C(=C(C=C(C1)C(F)(F)F)O)C=1C=CC=2C(N1)=NN(C2)[C@H]2[C@H]1COC[C@H]1C2 3-methyl-2-[2-[(1S,5S,6R)-3-oxabicyclo[3.2.0]heptan-6-yl]pyrazolo[3,4-b]pyridin-6-yl]-5-(trifluoromethyl)phenol